(2S)-2-propyl-1,1-dimethylpropoxypropionate ((2S)-2-(1,1-dimethylpropoxy) propylpropionate) CC(CC)(OC(C[C@@H](C(=O)O)C)C)C.C(CC)C(C(O[C@H](C(=O)O)C)(C)C)C